tert-Butyl 5-cyano-7-fluoro-6-iodo-2H-spiro[benzofuran-3,4'-piperidine]-1'-carboxylate C(#N)C=1C(=C(C2=C(C1)C1(CCN(CC1)C(=O)OC(C)(C)C)CO2)F)I